FC=1C(=C(C(=NC1)OC)OC)I 5-fluoro-4-iodo-2,3-dimethoxypyridine